C(C=C)(=O)NC1=C(C2=C([C@@H](N(CC2)C(=O)OC(C)(C)C)C)S1)C=1SC2=C(C=NC=C2)N1 tert-butyl (S)-2-acrylamido-7-methyl-3-(thiazolo[4,5-c]pyridin-2-yl)-4,7-dihydrothieno[2,3-c]pyridine-6(5H)-carboxylate